O=C1C=2C=C3CCC(CC3=CC2C(C2=CC=CC=C12)=O)C(=O)[O-] 6,11-dioxo-1,2,3,4,6,11-hexahydronaphthacene-2-carboxylate